C(C)(C)(C)OC(NCCC1=CC=C(C=C1)CN)=O.ClC1=C(C(=O)N)C=C(C=N1)C(F)(F)F 2-Chloro-5-(trifluoromethyl)nicotinamide tert-butyl-N-{2-[4-(aminomethyl)phenyl]ethyl}carbamate